C(C)(C)(C)[Si](OC1CCN(CC1)C1=CC=C(C=C1)B1OC(C(O1)(C)C)(C)C)(C)C tert-butyl-dimethyl-[[1-[4-(4,4,5,5-tetramethyl-1,3,2-dioxaborolan-2-yl)phenyl]-4-piperidyl]oxy]silane